C[C@H](CCC[C@H](C)C(=O)[O-])[C@H]1CC[C@@H]2[C@@]1(CC[C@H]3[C@H]2CC=C4[C@@]3(CC[C@@H](C4)O)C)C The molecule is a steroid acid anion that is the conjugate base of (25S)-cholestenoic acid, obtained by deprotonation of the carboxy group; major species at pH 7.3. It is a conjugate base of a (25S)-cholestenoic acid.